6-(3-Chloro-phenyl)-pyrimidine-4-carboxylic acid pyrazin-2-ylamide N1=C(C=NC=C1)NC(=O)C1=NC=NC(=C1)C1=CC(=CC=C1)Cl